methyl 2-(4-(methylamino)-4-oxobutyl)-8-(naphthalen-1-ylmethyl)-6-oxo-9-(3-(trifluoromethyl)phenyl)-3,4-dihydro-2H,6H-pyrido[1,2-e][1,2,5]thiadiazine-4-carboxylate-1,1-dioxide CNC(CCCN1S(C=2N(C(C1)C(=O)OC)C(C=C(C2C2=CC(=CC=C2)C(F)(F)F)CC2=CC=CC1=CC=CC=C21)=O)(=O)=O)=O